9-(2-(N-(((7R)-2-carboxy-8-oxo-7-(2-phenylacetamido)-5-thia-1-azabicyclo[4.2.0]oct-2-en-3-yl)methyl)-N-methylsulfamoyl)phenyl)-3,6-di(indolin-1-yl)xanthylium C(=O)(O)C=1N2C([C@H](C2SCC1CN(S(=O)(=O)C1=C(C=CC=C1)C=1C2=CC=C(C=C2[O+]=C2C=C(C=CC12)N1CCC2=CC=CC=C12)N1CCC2=CC=CC=C12)C)NC(CC1=CC=CC=C1)=O)=O